CN(C(C(=O)C1=CC=C(C=C1)N1CCOCC1)(CC)CC1=CC=C(C=C1)C)C 2-(dimethylamino)-2-(4-methylbenzyl)-1-(4-morpholinophenyl)-butan-1-one